O=C1NC(CCC1N1C(C2=C(C=C(C=C2C1)CN1CCN(CC1)C1CCN(CC1)C=1C(=CC2=C(C(C=3NC4=CC(=CC=C4C3C2=O)C=O)(C)C)C1)CC)F)=O)=O 8-(4-(4-((2-(2,6-dioxopiperidin-3-yl)-7-fluoro-1-oxoisoindolin-5-yl)methyl)piperazine-1-yl)piperidin-1-yl)-9-ethyl-6,6-dimethyl-11-oxo-6,11-dihydro-5H-benzo[b]carbazole-3-Formaldehyde